(4-aminophenyl)-2-(4-phenoxyphenyl)-1H-imidazo[1,2-b]Pyrazole-3-carboxamide NC1=CC=C(C=C1)N1C(=C(N2N=CC=C21)C(=O)N)C2=CC=C(C=C2)OC2=CC=CC=C2